methyl (2S)-2-[(tert-butoxycarbonyl)amino]-3-{5-chloro-2-[(4-methoxyphenyl)methoxy]-3-(4,4,5,5-tetramethyl-1,3,2-dioxaborolan-2-yl)phenyl}propanoate C(C)(C)(C)OC(=O)N[C@H](C(=O)OC)CC1=C(C(=CC(=C1)Cl)B1OC(C(O1)(C)C)(C)C)OCC1=CC=C(C=C1)OC